C(/C)=C/1\CN(CCC1C(=O)C=1NC2=CC=CC=C2C1)CCOCCNC(OC(C)(C)C)=O tert-butyl (2-{2-[(3E)-3-ethylidene-4-(1H-indol-2-ylcarbonyl)piperidin-1-yl]ethoxy}ethyl)carbamate